methyl (R)-3-(1-(4-amino-6-bromonicotinamido)ethyl)benzoate NC1=CC(=NC=C1C(=O)N[C@H](C)C=1C=C(C(=O)OC)C=CC1)Br